C1(=CC=CC=C1)C=1C=CC=2N(C3=CC=C(C=C3C2C1)B1OC(C(O1)(C)C)(C)C)C1=CC=CC=C1 3,9-diphenyl-6-(4,4,5,5-tetramethyl-1,3,2-dioxaborolan-2-yl)-9H-carbazole